6-amino-9-{1-[3-(3-aminopropoxy)propyl]piperidin-4-yl}-7-(4-phenoxyphenyl)purin-8-one NC1=C2N(C(N(C2=NC=N1)C1CCN(CC1)CCCOCCCN)=O)C1=CC=C(C=C1)OC1=CC=CC=C1